pentacarbon 1,5-diaminopentane NCCCCCN.[C].[C].[C].[C].[C]